tert-butyl(cyclobutylmethyl)((2-((4-(6-(dimethylamino)-1-(tetrahydro-2H-pyran-2-yl)-1H-indazole-4-yl)-1H-1,2,3-triazol-1-yl)methyl)imidazo[1,2-a]pyridin-6-yl)methyl)carbamate C(C)(C)(C)OC(N(CC=1C=CC=2N(C1)C=C(N2)CN2N=NC(=C2)C2=C1C=NN(C1=CC(=C2)N(C)C)C2OCCCC2)CC2CCC2)=O